C(CCCCCCC)C(COC(CCCCCN(CCN(CCCO)CCCCCC(=O)OCC(CCCCCCCC)CCCCCCCC)CCCO)=O)CCCCCCCC 6,6'-(ethane-1,2-diyl-bis((3-hydroxypropyl)azanediyl))dihexanoic acid di(2-octyldecyl) ester